ClC1=C(C(=CC=C1)Cl)NC(=O)N1C(C2CCCC(C2CC1)[C@@H](C(F)(F)F)O)C N-(2,6-dichlorophenyl)-1-methyl-5-[(1S)-2,2,2-trifluoro-1-hydroxy-ethyl]-3,4,4a,5,6,7,8,8a-octahydro-1H-isoquinoline-2-carboxamide